lactic acid, magnesium salt [Mg+2].C(C(O)C)(=O)[O-].C(C(O)C)(=O)[O-]